lithium 1-(2-pyridyl)piperidine N1=C(C=CC=C1)N1CCCCC1.[Li]